5-cyano-N-[2-(4,4-dimethylcyclohexen-1-yl)-4-[2,3,6,7-tetradeuterio-1,5-bis(fluoromethyl)-8-oxabicyclo[3.2.1]octan-3-yl]phenyl]-1H-imidazole-2-carboxamide C(#N)C1=CN=C(N1)C(=O)NC1=C(C=C(C=C1)C1(C(C2(C(C(C(C1)(O2)CF)[2H])[2H])CF)[2H])[2H])C2=CCC(CC2)(C)C